3-Hydroxy-9-methyl-1,3,5,6,7,8-hexahydro-pyrrolo[3,4-b]quinoline-2-carboxylic acid tert-butyl ester C(C)(C)(C)OC(=O)N1C(C2=NC=3CCCCC3C(=C2C1)C)O